rac-(5S)-5-(1-methylpyrazol-4-yl)-N-[rac-(3S)-5-methyl-4-oxo-2,3-dihydro-1,5-benzoxazepin-3-yl]-5,6,7,8-tetrahydro-[1,2,4]triazolo[1,5-a]pyridine-2-carboxamide CN1N=CC(=C1)[C@@H]1CCCC=2N1N=C(N2)C(=O)N[C@H]2COC1=C(N(C2=O)C)C=CC=C1 |r|